6-Fluoro-N-(2-((4R,5S)-1-methyl-7-oxa-1-azaspiro[4.4]nonan-4-yl)thieno[2,3-b]pyridin-4-yl)benzo[d]thiazol-5-amine FC1=CC2=C(N=CS2)C=C1NC1=C2C(=NC=C1)SC(=C2)[C@@H]2CCN([C@]21COCC1)C